3-(2-(2-(2-aminoethoxy)ethoxy)propanamido)-N-(5-nitrothiazol-2-yl)benzamide NCCOCCOC(C(=O)NC=1C=C(C(=O)NC=2SC(=CN2)[N+](=O)[O-])C=CC1)C